mono-Bocpiperazine C(=O)(OC(C)(C)C)N1CCNCC1